4-(4-amino-2-{4-[(2-fluoroacrylamido)]phenyl}-7-[3-(hexahydropyridin-4-yloxy)prop-1-ynyl]-1-methylpyrrolo[3,2-c]pyridin-3-yl)-2-chloro-N-(2,2,2-trifluoroethyl)benzamide NC1=NC=C(C2=C1C(=C(N2C)C2=CC=C(C=C2)NC(C(=C)F)=O)C2=CC(=C(C(=O)NCC(F)(F)F)C=C2)Cl)C#CCOC2CCNCC2